Cl.C1N(CC12CNCC2)C2=CC=C(C=N2)C=2C=1N(C=C(C2)OCC)N=C2C1C=NN2 4-(6-(2,6-diazaspiro[3.4]oct-2-yl)pyridin-3-yl)-6-ethoxy-1H-pyrazolo[3',4':3,4]pyrazolo[1,5-a]pyridine hydrochloride